2-(trimethoxysilyl) ethylene oxide CO[Si](C1CO1)(OC)OC